4-[2-tert-butoxyethyl-[4-(5,6,7,8-tetrahydro-1,8-naphthyridin-2-yl)butyl]amino]-2-[[1-(3,5-dichloropyrazol-1-yl)cyclopropanecarbonyl]amino]butanoic acid C(C)(C)(C)OCCN(CCC(C(=O)O)NC(=O)C1(CC1)N1N=C(C=C1Cl)Cl)CCCCC1=NC=2NCCCC2C=C1